O.C(\C=C\C(=O)O)(=O)O monofumarate hydrate